(((1s,3s)-3-(allyloxy)cyclobutoxy)methyl)benzene C(C=C)OC1CC(C1)OCC1=CC=CC=C1